1-oxopropan-2-yl carbamate C(N)(OC(C=O)C)=O